2-(2-nitrophenyl)isothiazolidine 1,1-dioxide [N+](=O)([O-])C1=C(C=CC=C1)N1S(CCC1)(=O)=O